FC=1C=NC(=NC1)C=1C(=C(C=CC1)N)OC 3-(5-fluoropyrimidin-2-yl)-2-methoxybenzene-1-amine